2-(2-((2-bromophenyl)sulfonyl)-6-fluorophenyl)-1,3-dioxolane BrC1=C(C=CC=C1)S(=O)(=O)C1=C(C(=CC=C1)F)C1OCCO1